(2,6-Dichloropyridin-4-yl)methyl (S)-piperidine-2-carboxylate hydrochloride Cl.N1[C@@H](CCCC1)C(=O)OCC1=CC(=NC(=C1)Cl)Cl